1-(3-methoxybenzyl)-1-methylthiourea COC=1C=C(CN(C(=S)N)C)C=CC1